CC1(COCC1)COC ((3-methyl-oxolane-3-yl)methoxy)methane